5-chloro-7-(2,4-difluorophenyl)-[1,2,4]triazolo[1,5-a]pyrimidine ClC1=NC=2N(C(=C1)C1=C(C=C(C=C1)F)F)N=CN2